C(C1=CC=CC=C1)N1C2(CC2)CC(C1)(F)F 4-benzyl-6,6-difluoro-4-azaspiro[2.4]heptane